3-(hydroxymethyl)pyrrolidine OCC1CNCC1